ClC1=CC(=CC(=N1)N1CCN(CC1)S(=O)(=O)C1=CC=C(C=C1)N1C(CC(C1)CN1CC(C1)NC)=O)C(F)(F)F 1-[4-[4-[6-Chloro-4-(trifluoromethyl)-2-pyridyl]piperazin-yl]sulfonylphenyl]-4-[[3-(methylamino)azetidin-1-yl]methyl]pyrrolidin-2-one